(2R,3R)-N-(2-Amino-4-((4-(trifluoromethyl)benzyl)amino)phenyl)-2,3-difluorooctanamid NC1=C(C=CC(=C1)NCC1=CC=C(C=C1)C(F)(F)F)NC([C@H]([C@@H](CCCCC)F)F)=O